4-(2-(2-methoxyphenyl)-7-oxo-4,7-dihydropyrazolo[1,5-a]pyrimidin-5-yl)benzoic acid COC1=C(C=CC=C1)C1=NN2C(NC(=CC2=O)C2=CC=C(C(=O)O)C=C2)=C1